C(C)(=O)N1CC(CC1)OC=1N=CC(=NC1Cl)C1=CNC2=C(C=CC=C12)C#N 3-[5-[(1-acetylpyrrolidin-3-yl)oxy]-6-chloropyrazin-2-yl]-1H-indole-7-carbonitrile